5-(1H-indole-2-carbonyl)-N-methyl-N-[(pyridin-2-yl)methyl]-4H,5H,6H,7H-[1,2]oxazolo[4,5-c]pyridine-3-carboxamide N1C(=CC2=CC=CC=C12)C(=O)N1CC2=C(CC1)ON=C2C(=O)N(CC2=NC=CC=C2)C